O1CCN(CC1)C=1C2=C(N=CN1)NC(=C2)C2=CC=C(C=C2)NC(=O)C2=NC=CC=C2 N-(4-(4-morpholino-7H-pyrrolo[2,3-d]pyrimidin-6-yl)phenyl)pyridineamide